OCC12CN(C(C1)C2)C(=O)OCCCC butyl 4-(hydroxymethyl)-2-azabicyclo[2.1.1]hexane-2-carboxylate